C(C)(=O)OC1C=SOC1 2-oxathioline-4-yl acetate